diethylenglycol methyl ether COCCOCCO